FC1=NC(=CC=C1C=O)F 2,6-difluoro-3-formylpyridine